tert-butyl ((trans)-3-(((2-((3-chloro-2-fluorobenzyl)amino)-2-oxoethyl)amino)methyl)cyclobutyl)carbamate ClC=1C(=C(CNC(CNC[C@@H]2C[C@H](C2)NC(OC(C)(C)C)=O)=O)C=CC1)F